FC1(CC(CC1)NC1CN(CC1)C=1N=NC(=CN1)C1=C(C=C(C=C1)C=1C=NNC1)O)F 2-(3-{3-[(3,3-difluorocyclopentyl)amino]pyrrolidin-1-yl}-1,2,4-triazin-6-yl)-5-(1H-pyrazol-4-yl)phenol